FC(C1=NN=C(S1)C1=NC(=C2N1C=C(C=C2OCCCOC)S(=O)(=O)Cl)I)F 3-(5-(difluoromethyl)-1,3,4-thiadiazol-2-yl)-1-iodo-8-(3-methoxypropoxy)imidazo[1,5-a]pyridine-6-sulfonyl chloride